C(C)S(=O)(=O)C1=NN2C(N=C(C=C2C)C)=C1C1=NC2=C(C=NC(=C2)C(F)(F)F)N1C 2-(2-(ethylsulfonyl)-5,7-dimethylpyrazolo[1,5-a]pyrimidin-3-yl)-3-methyl-6-(trifluoromethyl)-3H-imidazo[4,5-c]pyridine